9,10-dihydroxyanthracene OC=1C2=CC=CC=C2C(=C2C=CC=CC12)O